C(CCC)[C@]1(CS(C2=C(N(C1)C1=CC=C(C=C1)F)C=C(C(=C2)O)SC)(=O)=O)C (R)-3-butyl-5-(4-fluorophenyl)-8-hydroxy-3-methyl-7-(methylsulfanyl)-2,3,4,5-tetrahydro-1,5-benzothiazepine 1,1-dioxide